FC=1C=C2C=3C(=C(NC3C1)C1=CC=C(C=C1)CCN(C(OC(C)(C)C)=O)C)CCNC2=O tert-Butyl {2-[4-(8-fluoro-6-oxo-3,4,5,6-tetrahydro-1H-azepino[5,4,3-cd]indol-2-yl)phenyl]ethyl}methylcarbamate